N[C@@H](C/C(/C=C(/C(=O)[O-])\O)=C\C(=O)[O-])C(=O)O 4-(alanin-3-yl)-2-hydroxy-cis,cis-muconate